hydroxy-2,7-dimethyl-3,4-dihydroisoquinolin-1(2H)-one OC1N(C(C2=CC(=CC=C2C1)C)=O)C